N-(4-(3,3-difluoropyrrolidin-1-yl)phenyl)-3-fluoro-5-formyl-4-hydroxybenzamide FC1(CN(CC1)C1=CC=C(C=C1)NC(C1=CC(=C(C(=C1)C=O)O)F)=O)F